2-[3,5-bis(difluoromethyl)-1H-pyrazol-1-yl]-1-[4-(4-{(5R)-5-[2-chloro-6-(prop-2-yn-1-yloxy)phenyl]-4,5-dihydro-1,2-oxazol-3-yl}-1,3-thiazol-2-yl)piperidin-1-yl]ethanone FC(C1=NN(C(=C1)C(F)F)CC(=O)N1CCC(CC1)C=1SC=C(N1)C1=NO[C@H](C1)C1=C(C=CC=C1OCC#C)Cl)F